ClC1=C(C(=C(C#N)C(=C1)F)C1=CC=NN1C1OCCCC1)O 4-chloro-6-fluoro-3-hydroxy-2-(1-(tetrahydro-2H-pyran-2-yl)-1H-pyrazol-5-yl)-benzonitrile